(1S)-1-[2-[3-(difluoromethoxy)-5-methyl-pyrazol-1-yl]-6-[6-methoxy-5-[(2-methylpyrimidin-5-yl)amino]benzimidazol-1-yl]-3-pyridyl]ethanol FC(OC1=NN(C(=C1)C)C1=NC(=CC=C1[C@H](C)O)N1C=NC2=C1C=C(C(=C2)NC=2C=NC(=NC2)C)OC)F